lead iodonium formamidine salt C(=N)[NH-].[IH2+].[Pb]